3-[3-(2-bromo-6-fluoro-3-methyl-4-nitro-phenoxy)-4-fluoro-phenyl]-4-fluoro-1-[(4-methoxyphenyl)methyl]pyrazole BrC1=C(OC=2C=C(C=CC2F)C2=NN(C=C2F)CC2=CC=C(C=C2)OC)C(=CC(=C1C)[N+](=O)[O-])F